2,6-Bis(benzyloxy)-3-(4-(4-(4-chlorophenyl)piperidin-1-yl)-2,6-difluorophenyl)pyridine C(C1=CC=CC=C1)OC1=NC(=CC=C1C1=C(C=C(C=C1F)N1CCC(CC1)C1=CC=C(C=C1)Cl)F)OCC1=CC=CC=C1